6-(3,5-dichlorophenyl)-3-fluoro-4-(hydroxymethyl)pyridin-2-ol ClC=1C=C(C=C(C1)Cl)C1=CC(=C(C(=N1)O)F)CO